(1R,3S)-3-(3-{[(3,5-difluorophenyl)acetyl]-amino}-1H-pyrazol-5-yl)cyclopentyl (trans-4-hydroxy-4-methylcyclohexyl)carbamate OC1(CCC(CC1)NC(O[C@H]1C[C@H](CC1)C1=CC(=NN1)NC(CC1=CC(=CC(=C1)F)F)=O)=O)C